C(CCCCCCCCCC(=O)N)CCCCCCCCCC(=O)N methylenebis-decanoamide